3-(4-hydroxy-4-methylpentyl)-3-methyl-pentyl acetate C(C)(=O)OCCC(CC)(C)CCCC(C)(C)O